tert-butyl 6-[6-(trifluoromethyl) pyridazine-3-carbonyl]-2-azaspiro[3.3]heptane-2-carboxylate FC(C1=CC=C(N=N1)C(=O)C1CC2(CN(C2)C(=O)OC(C)(C)C)C1)(F)F